1,4-dimethyl-6-[rac-(3aS,7aS)-1-methyl-3,4,5,6,7,7a-hexahydro-2H-indol-3a-yl]phthalazine CC1=NN=C(C2=CC(=CC=C12)[C@@]12CCN([C@H]2CCCC1)C)C |r|